C(C1=CC=CC=C1)OC=1C=C(C(=O)O)C=CC1 3-benzyloxybenzoic acid